C(C)(C)(C)N1N=C(C(=C1)C(=O)NC1=C(C=C(C(=C1)C1=CC=2N(C(=C1)N1CCOCC1)C=NC2)C)F)F 1-(Tert-butyl)-3-fluoro-N-(2-fluoro-4-methyl-5-(5-morpholinoimidazo[1,5-a]pyridin-7-yl)phenyl)-1H-pyrazole-4-carboxamide